FC=1C=C(C=C2C=CC(=NC12)N1CCC(CC1)O)C=O 8-fluoro-2-(4-hydroxy-1-piperidyl)quinoline-6-carbaldehyde